C1(CC1)C1=NN(C=N1)C1CC2(CN(C2)C(=O)N2CC(C2)C2=CC=C(C=C2)S(=O)(=O)N)C1 4-[1-[6-(3-cyclopropyl-1,2,4-triazol-1-yl)-2-azaspiro[3.3]heptane-2-carbonyl]azetidin-3-yl]benzenesulfonamide